N[Li].[Si] silicon aminolithium salt